4-bromo-6,7-dichloro-3-iodo-1H-indole BrC1=C2C(=CNC2=C(C(=C1)Cl)Cl)I